1-butyl-3-(2-hydroxyethyl)-2-methyl-4,9-dioxo-4,9-dihydro-1H-naphtho[2,3-d]imidazole C(CCC)N1C(N(C2=C1C(C1=CC=CC=C1C2=O)=O)CCO)C